2-[2-(4-isopropylcyclohexen-1-yl)ethyl]-1,3-dioxolane C(C)(C)C1CC=C(CC1)CCC1OCCO1